O=C1NC(CCC1N1C(C2=CC(=C(C=C2C1=O)F)N1CCC2(CC1)CCN(CC2)CC2CCN(CC2)C2=C(C=C(C(=C2)OC)[N+](=O)[O-])C=2C=NN(C2)C)=O)=O 2-(2,6-dioxopiperidin-3-yl)-5-fluoro-6-(9-((1-(5-methoxy-2-(1-methyl-1H-pyrazol-4-yl)-4-nitrophenyl)piperidin-4-yl)methyl)-3,9-diazaspiro[5.5]undecan-3-yl)isoindoline-1,3-dione